2-Hydroxy-3-morpholinopropane-1-sulfonic acid OC(CS(=O)(=O)O)CN1CCOCC1